3-[3-[4-(methylamino)-1-piperidyl]phenyl]piperidine-2,6-dione TFA salt OC(=O)C(F)(F)F.CNC1CCN(CC1)C=1C=C(C=CC1)C1C(NC(CC1)=O)=O